5-methyl-1H-1,2,4-triazole-3-carbaldehyde CC1=NC(=NN1)C=O